ClC=1C=C2CCN(CC2=CC1)CCC1=CC(=CC=C1)Cl 6-Chloro-2-(3-chlorophenethyl)-1,2,3,4-tetrahydroisoquinoline